COC1=C(C=CC(=C1)OC)CNC=1N=CC2=C(N1)N(C(C(=C2)N2CCNC1=C(C=CC=C21)C)=O)C2=CC(=C(C=C2)OCCN(C)C)F 2-[(2,4-dimethoxyphenyl)methylamino]-8-[4-[2-(dimethylamino)ethoxy]-3-fluoro-phenyl]-6-(5-methyl-3,4-dihydro-2H-quinoxalin-1-yl)pyrido[2,3-d]pyrimidin-7-one